C(C1=CC=CC=C1)SC1=NC=2CC(N(CC2C=C1)C(=O)OC(C)(C)C)CCC(C)C tert-butyl 2-(benzylthio)-7-isopentyl-7,8-dihydro-1,6-naphthyridine-6(5H)-carboxylate